N-(2-ethoxyethyl)-6-methyl-4-[(1-methylcyclopropyl)amino]furo[2,3-d]pyrimidine-5-carboxamide C(C)OCCNC(=O)C1=C(OC=2N=CN=C(C21)NC2(CC2)C)C